N-(2-pyridylmethyl)-N'-(1H-imidazol-2-ylmethyl)-N'-(5,6,7,8-tetrahydro-8-quinolinyl)-1,4-xylylenediamine N1=C(C=CC=C1)CNCC1=CC=C(C=C1)CN(C1CCCC=2C=CC=NC12)CC=1NC=CN1